(3-((Benzyloxy)methyl)-4-ethyl-5-oxo-4,5-dihydro-1H-1,2,4-triazol-1-yl)-7-fluoro-4-isopropyl-2-(o-tolyl)isoquinolin-1(2H)-one C(C1=CC=CC=C1)OCC1=NN(C(N1CC)=O)C=1N(C(C2=CC(=CC=C2C1C(C)C)F)=O)C1=C(C=CC=C1)C